2-(8-azaspiro[4.4]non-7-ylidene)-2-nitro-acetic acid ethyl ester C(C)OC(C([N+](=O)[O-])=C1CC2(CCCC2)CN1)=O